(-)-N-(5-(1-amino-1-(4-cyanophenyl)-3-cyclopropyl)-2-fluorophenyl)-1-(3-(aminomethyl)phenyl)-3-(trifluoromethyl)-1H-pyrazole-5-carboxamide NC1(CC1C=1C=CC(=C(C1)NC(=O)C1=CC(=NN1C1=CC(=CC=C1)CN)C(F)(F)F)F)C1=CC=C(C=C1)C#N